β-D-Glucopyranosyl-(1→3)-α-D-galactopyranuronosyl-(1→3)-D-mannose [C@@H]1([C@H](O)[C@@H](O)[C@H](O)[C@H](O1)CO)O[C@@H]1[C@H]([C@H](O[C@@H]([C@@H]1O)C(=O)O)O[C@H]([C@@H](C=O)O)[C@H](O)[C@H](O)CO)O